1-(5-(3-isopropyl-2-(2H-pyrazolo[3,4-b]pyridin-4-yl)-1H-indol-5-yl)-1,3,4-oxadiazol-2-yl)-N-methyl-methylamine C(C)(C)C1=C(NC2=CC=C(C=C12)C1=NN=C(O1)CNC)C=1C=2C(N=CC1)=NNC2